FC1=C(C(=O)NC)C=CC(=C1)F 2,4-difluoro-N-methyl-benzamide